C(C)O[Si](CCCN1N=C(N=C1N)CCCCCCCCCCCC1=NN(C(=N1)N)CCC[Si](OCC)(OCC)OCC)(OCC)OCC 3,3'-undecamethylenebis{1-[3-(triethoxysilyl)propyl]-5-amino-1,2,4-triazole}